butyl ((1R,3S)-3-hydroxycyclohexyl)carbamate O[C@@H]1C[C@@H](CCC1)NC(OCCCC)=O